isooctyl 3-mercaptopropionate SCCC(=O)OCCCCCC(C)C